S-(4-tert-butylphenyl)thiodiphenyl-phosphorus oxide C(C)(C)(C)C1=CC=C(C=C1)SP(C1=CC=CC=C1)(C1=CC=CC=C1)=O